C1(=CC=CC=C1)C(C)NC1=C(C=NC2=CC=C(C=C12)C=1C=NC2=CC=CC=C2C1)C#N 4-(1-phenylethylamino)-6-(3-quinolyl)quinoline-3-carbonitrile